NC1CCC(CC1)NC1=NC=CC(=N1)C=1C=NC=CC1OC1=CC(=C(C(=C1)Cl)NS(=O)(=O)C1=CC=CC=C1)Cl N-[4-[[3-[2-[(1r,4r)-(4-Aminocyclohexyl)amino]pyrimidin-4-yl]-4-pyridyl]oxy]-2,6-dichlorophenyl]benzenesulfonamide